ammonium Methylbenzylamine CNCC1=CC=CC=C1.[NH4+]